O1C[C@H]([C@H](CCC1)O)O cis-oxepane-3,4-diol